Cl.NC(CC(C)NC(C)=O)C1=CC(=CC=C1)C(F)(F)F N-{4-amino-4-[3-(trifluoromethyl)phenyl]butan-2-yl}acetamide hydrochloride